N6-(6-Azido)hexyl-2'-deoxy-adenosine-5'-monophosphate P(=O)(O)(O)OC[C@@H]1[C@H](C[C@@H](O1)N1C=NC=2C(NCCCCCCN=[N+]=[N-])=NC=NC12)O